C1=C(C=CC2=CC=CC=C12)C=1NC(C=2N(C1)N=C(C2)C(=O)O)=O 6-(2-Naphthyl)-4-oxo-4,5-dihydropyrazolo[1,5-a]pyrazine-2-carboxylic acid